6-(Naphthalene-2-yl)-3-(2-(pyridine-3-yl)ethyl)-7H-[1,2,4]triazolo[3,4-b][1,3,4]thiadiazin C1=C(C=CC2=CC=CC=C12)C1=NN2C(SC1)=NN=C2CCC=2C=NC=CC2